Methyl (S)-3-(1,4-dimethyl-1H-benzo[d][1,2,3]triazol-5-yl)-3-(3-(((R)-7-hydroxy-2-isopropyl-2,3-dihydropyrido[2,3-f][1,4]oxazepin-4(5H)-yl)methyl)-4-methylphenyl)propanoate CN1N=NC2=C1C=CC(=C2C)[C@@H](CC(=O)OC)C2=CC(=C(C=C2)C)CN2C[C@H](OC1=C(C2)N=C(C=C1)O)C(C)C